O=C1NC(CCC1N1C(C2=CC=C(C=C2C1=O)N1CCC2(CCN(CC2)CC(=O)NC)CC1)=O)=O 2-(9-(2-(2,6-dioxopiperidin-3-yl)-1,3-dioxoisoindol-5-yl)-3,9-diazaspiro[5.5]undecan-3-yl)-N-methylacetamide